(1-(2-methoxyethyl)pyrrolidin-3-yl)benzene-1,4-diamine COCCN1CC(CC1)C1=C(C=CC(=C1)N)N